C1([C@H](O)[C@@H](O)[C@H](O)[C@H](O1)CO)O[C@H]1C(O[C@@H]([C@H]([C@@H]1O)O)CO)OC[C@H]([C@H]([C@@H]([C@H](C=O)O)O)O)O glucosyl-(1→2)-glucosyl-(1→6)-glucose